S(=O)(=O)(O)O.NC(=N)NNC(=N)N biguanidine sulfate